2-[(2Z)-2-(aminomethyl)-3-fluoroprop-2-en-1-yl]-4-[(5-bromothiophen-2-yl)methyl]-2,4-dihydro-3H-1,2,4-triazol-3-one NC/C(/CN1N=CN(C1=O)CC=1SC(=CC1)Br)=C/F